bis(3-(2H-benzotriazol-2-yl)-2-hydroxy-5-methylphenyl)methane N=1N(N=C2C1C=CC=C2)C=2C(=C(C=C(C2)C)CC2=C(C(=CC(=C2)C)N2N=C1C(=N2)C=CC=C1)O)O